C1(CC1)N1N=C(C(=C1)N1C(SC=C1)C=1C=NNC1)C(F)F N-[1-cyclopropyl-3-(difluoromethyl)-1H-pyrazol-4-yl]-2-(1H-pyrazol-4-yl)-1,3-thiazole